CN1C(=NC=C1)C1=NN2C(C(=N1)OCCN1CCCC1)=C(C=C2)C2=CC=CC=C2 2-(1-methyl-1H-imidazol-2-yl)-5-phenyl-4-(2-(pyrrolidin-1-yl)ethoxy)pyrrolo[2,1-f][1,2,4]triazine